6-chloro-4-[3,3-difluoro-1-(3-fluoro-4-nitro-pyrazol-1-yl)propyl]-3-methoxy-pyridazine ClC1=CC(=C(N=N1)OC)C(CC(F)F)N1N=C(C(=C1)[N+](=O)[O-])F